FC1=C2C(=NC=3N(C2=CC=C1)C(=NN3)C)N3CCOCC1=C3C=CN=C1C#CC1(CC1)C 1-(6-fluoro-1-methyl-[1,2,4]triazolo[4,3-a]quinazolin-5-yl)-6-((1-methylcyclopropyl)ethynyl)-1,2,3,5-tetrahydropyrido[4,3-e][1,4]oxazepine